(7R,14R)-1-ethynyl-11-(2-(2-hydroxypropan-2-yl)pyrimidin-5-yl)-6-(methyl-d3)-6,7-dihydro-7,14-methanobenzo[f]benzo[4,5]imidazo[1,2-a][1,4]diazocin-5(14H)-one C(#C)C1=CC=CC=2C(N([C@H]3C=4N([C@@H](C21)C3)C3=C(N4)C=CC(=C3)C=3C=NC(=NC3)C(C)(C)O)C([2H])([2H])[2H])=O